1,2-bis(dimethylamino)butane methyl-(R)-2-benzyl-4-(3-(((tert-butoxycarbonyl)amino)methyl)bicyclo[1.1.1]pentan-1-yl)-4-oxobutanoate COC([C@@H](CC(=O)C12CC(C1)(C2)CNC(=O)OC(C)(C)C)CC2=CC=CC=C2)=O.CN(CC(CC)N(C)C)C